3,4,5-trifluoro-N-((6-methoxy-1-methyl-1H-benzimidazol-7-yl)methyl)benzamide FC=1C=C(C(=O)NCC2=C(C=CC3=C2N(C=N3)C)OC)C=C(C1F)F